tert-butyl (R)-2-allyl-2-benzyl-4-(4-methoxybenzoyl)-3-oxopiperazine-1-carboxylate C(C=C)[C@@]1(N(CCN(C1=O)C(C1=CC=C(C=C1)OC)=O)C(=O)OC(C)(C)C)CC1=CC=CC=C1